Cl[Al-](Cl)(Cl)Cl.[Na+] sodium tetrachloroaluminate salt